BrC=1C=C(C2=C(N(C(=N2)[C@H](C)O)C(C)(C)C)C1)F (1S)-1-(6-bromo-1-tert-butyl-4-fluoro-1H-benzoimidazol-2-yl)ethan-1-ol